4-amino-1-(4-((1R)-1-hydroxyethyl)phenyl)-2-oxo-7-(trifluoromethoxy)-1,2-dihydroquinoline NC1=CC(N(C2=CC(=CC=C12)OC(F)(F)F)C1=CC=C(C=C1)[C@@H](C)O)=O